ClC=1C=C2C(=CNC2=CC1)NC1=NC2=C(N1N(C)C)C=CC(=C2)OC(F)(F)F N2-(5-Chloro-1H-indol-3-yl)-N1,N1-dimethyl-5-(trifluoromethoxy)-1H-benzo[d]imidazole-1,2-diamine